C(C1=CC=CC=C1)NC1=C2NC=NC2=NC=N1 N6-Benzyl-adenine